1,1-bis(chloromethyl)cyclohexane ClCC1(CCCCC1)CCl